(3R,4S)-tert-butyl 3-amino-4-fluoropiperidine-1-carboxylate N[C@@H]1CN(CC[C@@H]1F)C(=O)OC(C)(C)C